CC(CS)(C(C)C)C 2,2,3-trimethylbutyl mercaptan